CC1=C(N)C=CC(=C1)S(F)(F)(F)(F)F 2-Methyl-4-(pentafluoro-λ6-sulfanyl)aniline